ethyl-fluorenol C(C)C1=C(C=2CC3=CC=CC=C3C2C=C1)O